OCCN1N=CC(=C1C)C(=O)N[C@@H]1CCC2=CC(=CC=C12)C1=NOC(=N1)COC (R)-1-(2-hydroxyethyl)-N-(5-(5-(methoxymethyl)-1,2,4-oxadiazol-3-yl)-2,3-dihydro-1H-inden-1-yl)-5-methyl-1H-pyrazole-4-carboxamide